3-[(2S,5S)-5-{[(tert-butyl)bis(phenyl)siloxy]methyl}-2-isopropyl-1-methyl-3-oxo-1,2,5,6-tetrahydro-1,4-benzodiazocin-9-yl]-2-propynyl 2-methyl-2-propanecarbamate CC(C)(C)NC(=O)OCC#CC1=CC2=C(C[C@H](NC([C@@H](N2C)C(C)C)=O)CO[Si](C2=CC=CC=C2)(C2=CC=CC=C2)C(C)(C)C)C=C1